NC1=C(N=CC(=N1)N1CCC2(CC1)[C@@H](C1=C(N=CS1)C2)N)SC2=C(C(=NC=C2)C2CC2)Cl (S)-1'-(6-amino-5-((3-chloro-2-cyclopropylpyridin-4-yl)thio)pyrazin-2-yl)-4,6-dihydrospiro[cyclopenta[d]thiazole-5,4'-piperidin]-6-amine